COC1=CC=C2C=CC(=C3C4=C(C=CC5=CC=C(C(C1=C23)=C45)OC)OC)OC 1,6,7,12-tetramethoxy-perylene